OCC1CN(C1)C1=CC=C2C3(CC=4C(=NOC4C2=C1)NS(=O)(=O)C1=C(C=CC=C1)OC)CC3 N-(8'-(3-(hydroxymethyl)azetidin-1-yl)-4'H-spiro[cyclopropane-1,5'-naphtho[2,1-d]isoxazol]-3'-yl)-2-methoxybenzenesulfonamide